sec-octyl sulfide C(C)(CCCCCC)SC(C)CCCCCC